ClC1=C(C=CC=C1Cl)N1[C@H](CN(CC1)CC[C@@H]1CC[C@H](CC1)N)C trans-4-(2-((S)-4-(2,3-dichlorophenyl)-3-methylpiperazin-1-yl)ethyl)cyclohexane-1-amine